FC1=C(C(=C(C=C1OC)OC)F)C#CC1=NN(C2=C1C(=NC=C2CC)N)[C@@H]2CNCC2 (S)-3-((2,6-difluoro-3,5-dimethoxyphenyl)ethynyl)-7-ethyl-1-(pyrrolidin-3-yl)-1H-pyrazolo[4,3-c]pyridin-4-amine